S1C(=NC2=C1C=CC=C2)C([C@H](C[C@H]2C(NCC2)=O)NC(=O)[C@H]2N(C[C@@H]1CCCC[C@H]21)C([C@H](C(C)C)NS(=O)(=O)C)=O)=O (1S,3aR,7aS)-N-{(2S)-1-(1,3-benzothiazol-2-yl)-1-oxo-3-[(3S)-2-oxopyrrolidin-3-yl]propan-2-yl}-2-{(2S)-3-methyl-2-[(methylsulfonyl)amino]butanoyl}octahydro-1H-isoindole-1-carboxamide